3-[(3,3-dimethyl-2-oxo-1,4-dihydroquinolin-6-yl)amino]quinoxaline-6-carboxylic acid CC1(C(NC2=CC=C(C=C2C1)NC=1C=NC2=CC=C(C=C2N1)C(=O)O)=O)C